CC1=C(C(=O)O)C(=CC(=N1)OC)N1C[C@@](CC1)(C)NC(=O)OC(C)(C)C methyl-(S)-4-(3-((tert-Butoxycarbonyl)amino)-3-methylpyrrolidin-1-yl)-6-methoxynicotinic acid